tert-butyl (1-(3-((1-(3-methoxynaphthalen-1-yl)cyclopropyl)carbamoyl)-4-methylphenoxy)propan-2-yl)carbamate COC=1C=C(C2=CC=CC=C2C1)C1(CC1)NC(=O)C=1C=C(OCC(C)NC(OC(C)(C)C)=O)C=CC1C